tert-butyl 3-((3-(methoxycarbonyl)-5-sulfamoylfuran-2-yl)methoxy)azetidine-1-carboxylate COC(=O)C1=C(OC(=C1)S(N)(=O)=O)COC1CN(C1)C(=O)OC(C)(C)C